4-amino-1-[(2R)-6-amino-2-[(2R)-2-[(2R)-2-[(3S)-3-amino-3-phenylpropionylamino]-3-phenylpropionylamino]-4-Methylpentanoyl]hexanoyl]piperidine-4-carboxylic acid NC1(CCN(CC1)C([C@H](CCCCN)C([C@@H](CC(C)C)NC([C@@H](CC1=CC=CC=C1)NC(C[C@@H](C1=CC=CC=C1)N)=O)=O)=O)=O)C(=O)O